5-bromo-4-methyl-1H-pyrrolo[2,3-b]pyridine-3-carbonitrile BrC=1C(=C2C(=NC1)NC=C2C#N)C